ethyl 2-[4-[3-(3-bromo-2-methyl-phenoxy)propyl]-1-piperidyl]acetate BrC=1C(=C(OCCCC2CCN(CC2)CC(=O)OCC)C=CC1)C